ethyl-methylimidazole trifluoromethanesulfonate FC(S(=O)(=O)O)(F)F.C(C)C=1N=C(NC1)C